BrC=1C=C(C(=C(C(=O)OC)C1)CBr)C(F)(F)F methyl 5-bromo-2-(bromomethyl)-3-(trifluoromethyl)benzoate